3-(((2-cyclopropyl-5-(trifluoromethyl)pyrazolo[1,5-a]pyrimidin-7-yl)amino)methyl)-3-(1H-pyrazol-1-yl)azetidine-1-sulfonamide C1(CC1)C1=NN2C(N=C(C=C2NCC2(CN(C2)S(=O)(=O)N)N2N=CC=C2)C(F)(F)F)=C1